methyl 2-(5,7-dimethoxy-2-oxo-2H-chromen-3-yl)-2-oxoacetate COC1=C2C=C(C(OC2=CC(=C1)OC)=O)C(C(=O)OC)=O